C1(=CC=CC=C1)NC(C1=C(C=CC(=C1)C(F)(F)F)Br)=O N-phenyl-5-trifluoromethyl-o-bromobenzamide